1-[6-(6-fluoro-2-methyl-quinazolin-4-yl)-7,8-dihydro-5H-1,6-naphthyridin-3-yl]-2,3-dihydropyrido[2,3-b][1,4]oxazine FC=1C=C2C(=NC(=NC2=CC1)C)N1CC=2C=C(C=NC2CC1)N1C2=C(OCC1)N=CC=C2